(S)-1-(5-(6-chloro-3-(1H-imidazol-1-yl)-5-methoxy-1-methyl-1H-pyrrolo[3,2-b]pyridin-2-yl)-1H-1,2,4-triazol-3-yl)-2-methoxy-N,N-dimethylethan-1-amine ClC=1C=C2C(=NC1OC)C(=C(N2C)C2=NC(=NN2)[C@@H](COC)N(C)C)N2C=NC=C2